N-phenylethyl-glycine C1(=CC=CC=C1)CCNCC(=O)O